C(#N)CN1N=C(C(=C1)C1=CN=C2N1C=CN=C2NC2=CC(=C(C(=O)N[C@@H](C(N[C@H]1CNCC1)=O)C)C=C2)C)C(F)(F)F 4-[[3-[1-(cyanomethyl)-3-(trifluoromethyl)pyrazol-4-yl]imidazo[1,2-a]pyrazin-8-yl]amino]-2-methyl-N-[(1R)-1-methyl-2-oxo-2-[[(3R)-pyrrolidin-3-yl]amino]ethyl]benzamide